C(C)(C)(C)C1(C(C=CC=C1)N=C=N)C(C)(C)C dl-2,2-di-t-butylphenyl-carbodiimide